C1CCC2=C(C=3CCCC3C=C12)NC(=O)NS(=O)(=O)C1=NN(C=C1)CC=CB(O)O (3-(3-(N-((1,2,3,5,6,7-hexahydro-s-indacen-4-yl)carbamoyl)sulfamoyl)-1H-pyrazol-1-yl)prop-1-en-1-yl)boronic acid